F.NO hydroxylamine hydrofluoride salt